N-(2-aminoethyl)-4-aminobutanol NCCNCCCCO